C1(=CC=CC=C1)NC1=CC(CC(C1)C1=CC=CC=C1)=O 5-(phenylamino)-1,6-dihydro-[1,1'-biphenyl]-3(2H)-one